1-[(3R)-3-(4-amino-3-(4-phenoxyphenyl)-1H-pyrazolo[3,4-d]pyrimidin-1-yl)-1-piperidyl]-2-propen-1-one NC1=C2C(=NC=N1)N(N=C2C2=CC=C(C=C2)OC2=CC=CC=C2)[C@H]2CN(CCC2)C(C=C)=O